(1R)-1-[3-Ethoxy-4-(2-Hydroxypropan-2-Yl)-2-Methylphenyl]Ethan-1-Amine Formate C(=O)O.C(C)OC=1C(=C(C=CC1C(C)(C)O)[C@@H](C)N)C